(5Z)-2-[(2-chlorophenyl)amino]-5-[(2-methyl-1H-indol-3-yl)methylene]-1,3-thiazol ClC1=C(C=CC=C1)NC1S\C(\C=N1)=C/C1=C(NC2=CC=CC=C12)C